C(CCCCCCCCCCCC)COC(=O)C=1C(N(C2=CC(=CC=C2C1N)Br)C1=CC=C(C=C1)[N+](=O)[O-])=O 4-amino-7-bromo-1-(4-nitrophenyl)-2-oxo-1,2-dihydroquinoline-3-carboxylic acid tridecylmethyl ester